5-(tert-butyl)-N-(1-(4-(2-(cyclopropanecarboxamido)pyridin-4-yl)-2-(trifluoromethoxy)phenyl)ethyl)-1,2,4-oxadiazole-3-carboxamide C(C)(C)(C)C1=NC(=NO1)C(=O)NC(C)C1=C(C=C(C=C1)C1=CC(=NC=C1)NC(=O)C1CC1)OC(F)(F)F